C1=CC2C3C(C1O2)C(=O)OC3=O exo-3,6-Epoxy-1,2,3,6-tetrahydrophthalic anhydride